4-(azetidine-3-yl)-3-methoxypyridine-2-carbonitrile N1CC(C1)C1=C(C(=NC=C1)C#N)OC